[Br-].COCC[N+](C)(C)CCOC N,N-bis(2-methoxyethyl)-N,N-dimethyl-ammonium bromide